n-prop-1-yl-(dimethylammonium) C(CC)[NH+](C)C